ethyl-N-(2,3-di(tetradecanoxy)propyl)carbamat C(C)OC(NCC(COCCCCCCCCCCCCCC)OCCCCCCCCCCCCCC)=O